ClC1=CC=CC=2C(=COC21)CO (7-chloro-benzofuran-3-yl)-methanol